C(C1=CC=CC=C1)NCC1=NN2C(N=CC=C2C2CN(CCC2)CC2=CC=CC=C2)=C1 N-Benzyl-1-(7-(1-benzylpiperidin-3-yl)pyrazolo[1,5-a]pyrimidin-2-yl)methanamine